NCCCCCCN(C(=O)C1=CC2=CC(=C(C(=C2C=C1)[N+](=O)[O-])O)O)CC N-(6-Aminohexyl)-N-ethyl-6,7-dihydroxy-5-nitro-naphthalin-2-carboxamid